butyltridecyl-ammonium C(CCC)[NH2+]CCCCCCCCCCCCC